2-((S)-1-(8,8-difluoro-2-((S)-2-methylazetidin-1-yl)-5,6,7,8-tetrahydroquinazolin-4-yl)pyrrolidin-3-yl)acetic acid FC1(CCCC=2C(=NC(=NC12)N1[C@H](CC1)C)N1C[C@@H](CC1)CC(=O)O)F